Cl.NC=1C(=C(OC2=CC=NC=3NC(C=NC32)=O)C=CC1)F 8-(3-amino-2-fluorophenoxy)pyrido[2,3-b]pyrazin-3(4H)-one hydrochloride